FC(S(=O)(=O)C=1C=C(C(=O)NCC2=NC=C3C=CC(=NC3=C2)C=2C=NC(=CC2)OC2CNC(OC2)=O)C=CC1)F 3-((difluoromethyl)sulfonyl)-N-((2-(6-((2-oxo-1,3-oxazinan-5-yl)oxy)pyridin-3-yl)-1,6-naphthyridin-7-yl)methyl)benzamide